C(C)(C)(C)NC(=O)NC=1C=CC2=C(OCC(N2CC2=CC(=CC=C2)C(F)(F)F)=O)C1 1-(tert-butyl)-3-(3-oxo-4-(3-(trifluoromethyl)benzyl)-3,4-dihydro-2H-benzo[b][1,4]oxazin-7-yl)urea